benzoic acid adamantyl ester C12(CC3CC(CC(C1)C3)C2)OC(C2=CC=CC=C2)=O